indolizinethioate C=1(C=CN2C=CC=CC12)C([O-])=S